1-(2,6-dichlorophenyl)-4-((4-(5-methyl-3-(trifluoromethyl)-1H-pyrazol-1-yl)phenyl)amino)-1H-pyrazole-3-carboxamide ClC1=C(C(=CC=C1)Cl)N1N=C(C(=C1)NC1=CC=C(C=C1)N1N=C(C=C1C)C(F)(F)F)C(=O)N